Ethyl-9,10,18-trihydroxyoctadecanoat C(C)OC(CCCCCCCC(C(CCCCCCCCO)O)O)=O